O=C1NC(CCC1N1C(C2=CC=CC(=C2C1=O)NCCCC(=O)O)=O)=O 4-{[2-(2,6-dioxopiperidin-3-yl)-1,3-dioxoisoindol-4-yl]amino}butanoic acid